NC1=CC=C(C(=N1)C1=C(C=C2C(=NC=NC2=C1)N1CCN(CC1)C(C=C)=O)Cl)C 1-[4-[7-(6-amino-3-methylpyridin-2-yl)-6-chloroquinazolin-4-yl]piperazin-1-yl]prop-2-en-1-one